N-[4-(3-cyanophenyl)-5-pyrazolo[1,5-a]pyridin-5-yl-thiazol-2-yl]morpholine-4-carboxamide C(#N)C=1C=C(C=CC1)C=1N=C(SC1C1=CC=2N(C=C1)N=CC2)NC(=O)N2CCOCC2